1-(3-(4-Methoxyphenyl)-1,2,4-oxadiazol-5-yl)-N-((1-((3-Methylfuran-2-yl)methyl)pyrrolidin-3-yl)methyl)piperidin-4-carboxamid COC1=CC=C(C=C1)C1=NOC(=N1)N1CCC(CC1)C(=O)NCC1CN(CC1)CC=1OC=CC1C